NC1=CC=C(C=C1)NC1=CC=CC=2C(C3=C(C=CC=C3C(C12)=O)NC1=CC=C(C=C1)N)=O 1,5-bis((4-aminophenyl)amino)anthracene-9,10-dione